BrC1=C(C=NC=C1)C(CCC=C)NC1=CC=C(C=C1)OC N-(1-(4-bromopyridin-3-yl)pent-4-en-1-yl)-4-methoxyaniline